4,4-dimethylethylenethiourea CC1(CNC(=S)N1)C